tert-butyl 4-bromo-3-methyl-pyrazole-1-carboxylate BrC=1C(=NN(C1)C(=O)OC(C)(C)C)C